ClC1=NC2=CN=C(C=C2C(=C1)Cl)Cl 2,4,6-trichloro-1,7-naphthyridine